N-[[6-(2-Cyclohexylethoxy)-2-pyridyl]sulfonyl]-2-(2,2,4-trimethylpyrrolidin-1-yl)pyridin-3-carboxamid C1(CCCCC1)CCOC1=CC=CC(=N1)S(=O)(=O)NC(=O)C=1C(=NC=CC1)N1C(CC(C1)C)(C)C